tert-butyl (R)-3-((7-((tert-butoxycarbonyl)(4-(pyridin-2-yl)benzyl)amino)-3-cyclopropylpyrazolo[1,5-a]pyrimidin-5-yl)amino)pyrrolidine-1-carboxylate C(C)(C)(C)OC(=O)N(C1=CC(=NC=2N1N=CC2C2CC2)N[C@H]2CN(CC2)C(=O)OC(C)(C)C)CC2=CC=C(C=C2)C2=NC=CC=C2